CC1NCCC(=C1)C1=CC=2C(=NNC2)S1 2-methyl-4-{2H-thieno[2,3-c]pyrazol-5-yl}-1,2,5,6-tetrahydropyridine